1-(5-bromo-2-pyridyl)-2-(2,4-difluorophenyl)-1,1-difluoro-3-(1,2,4-triazol-1-yl)propan-2-ol BrC=1C=CC(=NC1)C(C(CN1N=CN=C1)(O)C1=C(C=C(C=C1)F)F)(F)F